CN1CCN(CC1)C1=CCC2=CC(OC(C2=C1)O)C1=CC=CC=C1 7-(4-Methylpiperazin-1-yl)-3-phenyl-1,5-dihydroisochromenol